2-[(5-chloro-2-thienyl)methyl]-N-(8-fluoro-3-quinolyl)-2,4-dimethyl-pentanamide ClC1=CC=C(S1)CC(C(=O)NC=1C=NC2=C(C=CC=C2C1)F)(CC(C)C)C